NC=1C=2N(C=C(N1)C=1C(=C(C#N)C=CC1)F)N=C(N2)CC2=C(C=CC=C2C=2C=NN(C2)CC2=NC=CC=C2)F 3-(8-amino-2-(2-fluoro-6-(1-(pyridin-2-ylmethyl)-1H-pyrazol-4-yl)benzyl)-[1,2,4]triazolo[1,5-a]pyrazin-6-yl)-2-fluorobenzonitrile